1-(azetidin-3-ylmethyl)-1H-1,2,3-triazole N1CC(C1)CN1N=NC=C1